2-[2,2,3,3,4,4,5,5-octafluoro-1-(nonafluorobutylsulfonyloxyimino)pentyl]fluorene FC(C(=NOS(=O)(=O)C(C(C(C(F)(F)F)(F)F)(F)F)(F)F)C1=CC=2CC3=CC=CC=C3C2C=C1)(C(C(C(F)F)(F)F)(F)F)F